N1=C(C=CC=C1)C(N)=NO pyridineamidoxime